O.O.C(CC(O)(C(=O)[O-])CC(=O)[O-])(=O)[O-].[Na+].[Na+].[Na+] Trisodium citrate dihydrat